CC=1N(C(=CC1)C)C1=NN2C(C=C(C=C2)C2=NC(=CC=C2F)C=2C=NN(C2)C(C2=CC=C(C=C2)F)C2C(C2)(F)F)=N1 2-(2,5-dimethyl-1H-pyrrol-1-yl)-7-(3-fluoro-6-(1-((2,2-difluorocyclopropyl)(4-fluorophenyl)methyl)-1H-pyrazol-4-yl)pyridin-2-yl)-[1,2,4]triazolo[1,5-a]pyridine